N-(4-methoxybenzyl)-2-(4-nitro-2-vinyl-1H-imidazol-1-yl)acetamide COC1=CC=C(CNC(CN2C(=NC(=C2)[N+](=O)[O-])C=C)=O)C=C1